tert-Butyl 1-hydroxy-5-((2-methoxyethyl)sulfonyl)isoindoline-2-carboxylate OC1N(CC2=CC(=CC=C12)S(=O)(=O)CCOC)C(=O)OC(C)(C)C